N1-(2-(4-(2-(Di((Z)-octadec-9-en-1-yl)amino)ethyl)piperazin-1-yl)ethyl)-tridodecylethane-1,2-diamine C(CCCCCCC\C=C/CCCCCCCC)N(CCN1CCN(CC1)CCNC(C(N)CCCCCCCCCCCC)(CCCCCCCCCCCC)CCCCCCCCCCCC)CCCCCCCC\C=C/CCCCCCCC